(S)-5-Bromo-1-methyl-3-(5-(2-methylpiperazin-1-yl)pyrazin-2-ylamino)pyridin-2(1H)-one BrC=1C=C(C(N(C1)C)=O)NC1=NC=C(N=C1)N1[C@H](CNCC1)C